2-(3,5-dimethoxyphenyl)-5-(1-methyl-1H-pyrazol-4-yl)-N4-(1,2,3,4-tetrahydroisoquinolin-7-yl)pyrimidine-2,4-diamine COC=1C=C(C=C(C1)OC)C1(NC=C(C(=N1)NC1=CC=C2CCNCC2=C1)C=1C=NN(C1)C)N